2-Methyl-N-(1,2,4-thiadiazol-5-yl)-5-(3-(trifluoromethyl)phenyl)furan-3-carboxamide CC=1OC(=CC1C(=O)NC1=NC=NS1)C1=CC(=CC=C1)C(F)(F)F